ClC1=CC=C(C=C1)C(C(/C=C/[C@H]1[C@@H](C[C@H]2[C@@H]1CCC1=C(O2)C(=C(C=C1)C(=O)O)F)O)O)(F)F (1R,2R,3aS,10aR)-1-[(1E,3ξ)-4-(4-chlorophenyl)-4,4-difluoro-3-hydroxy-1-buten-1-yl]-5-fluoro-2-hydroxy-2,3,3a,9,10,10a-hexahydro-1H-benzo[b]cyclopenta[f]oxepin-6-carboxylic acid